FC1=C(C=CC=C1)C(=O)C1=CNC=2N=C(N=C(C21)NC2CCOCC2)NC2=CC=C(C=C2)N2CCN(CC2)C (2-fluorophenyl)(2-((4-(4-methylpiperazin-1-yl)phenyl)amino)-4-((tetrahydro-2H-pyran-4-yl)amino)-7H-pyrrolo[2,3-d]pyrimidin-5-yl)methanone